C[C@H](CCC(=O)SCCNC(=O)CCNC(=O)[C@@H](C(C)(C)COP(=O)(O)OP(=O)(O)OC[C@@H]1[C@H]([C@H]([C@@H](O1)N2C=NC3=C(N=CN=C32)N)O)OP(=O)(O)O)O)[C@H]4CC[C@@H]5[C@@]4([C@H](C[C@H]6[C@H]5CC[C@H]7[C@@]6(CCC(=O)C7)C)O)C The molecule is a choloyl-CoA that results from the formal condensation of the thiol group of coenzyme A with the carboxy group of 3-oxodeoxycholic acid. It derives from a 12alpha-hydroxy-3-oxo-5beta-cholan-24-oic acid. It is a conjugate acid of a 3-oxodeoxycholoyl-CoA(4-).